BrC1=CC(=NC=N1)NCC1=NN2C(C=C(C=C2N2CCN(CC2)C)C2CC2)=C1 6-bromo-N-((5-cyclopropyl-7-(4-methyl-piperazin-1-yl)pyrazolo[1,5-a]pyridin-2-yl)methyl)pyrimidin-4-amine